rac-N-{(5R,6S)-5-[([1,1'-biphenyl]-3-yl)methyl]-2-methyl-4-oxo-3-(propan-2-yl)-3,4,5,6,7,8-hexahydroquinazolin-6-yl}methanesulfonamide C1(=CC(=CC=C1)C[C@@H]1C=2C(N(C(=NC2CC[C@@H]1NS(=O)(=O)C)C)C(C)C)=O)C1=CC=CC=C1 |r|